N[C@@H]1C[C@H](N(C1)C(=O)C=1N=C2N(C=C(C=C2)Cl)C1)C=1SC=C(N1)C(=O)NCC1=NNC2=CC(=CC=C12)Cl 2-((2S,4R)-4-Amino-1-(6-chloroimidazo[1,2-a]pyridin-2-carbonyl)pyrrolidin-2-yl)-N-((6-chloro-1H-indazol-3-yl)methyl)thiazol-4-carboxamid